COC=1C=C(C=CC1OC)OB(O)O.N(CC(=O)O)CC(=O)OC methyl iminodiacetate 3,4-dimethoxyphenylborate